(±)-7-(Cyclopropylamino)-5-((4-(dimethylamino)-3-((methylsulfinyl)methyl)phenyl)amino)pyrazolo[1,5-a]pyrimidine-3-carbonitrile C1(CC1)NC1=CC(=NC=2N1N=CC2C#N)NC2=CC(=C(C=C2)N(C)C)C[S@](=O)C |r|